C(C)OC([C@H](CCCCCCCC1=NC=2NCCCC2C=C1)NC(=O)[C@H]1NCCC1)=O (S)-2-((S)-pyrrolidine-2-carboxamido)-9-(5,6,7,8-tetrahydro-1,8-naphthyridin-2-yl)nonanoic acid ethyl ester